3-carboxyl-2-hydroxy-N,N,N-trimethyl-propyl-ammonium 8-(4-chloro-2-hydroxybenzoamido)octanoic acid salt ClC1=CC(=C(C(=O)NCCCCCCCC(=O)[O-])C=C1)O.C(=O)(O)CC(C[N+](C)(C)C)O